N-((R)-1-cyclopropylethyl)-3-((2S)-2-hydroxy-3-(8-(naphthalen-2-ylsulfonyl)-1-oxa-8-azaspiro[4.5]decan-3-ylamino)propoxy)benzenesulfonamide C1(CC1)[C@@H](C)NS(=O)(=O)C1=CC(=CC=C1)OC[C@H](CNC1COC2(C1)CCN(CC2)S(=O)(=O)C2=CC1=CC=CC=C1C=C2)O